CN([C@@H](CC1=CC(=C(C(=O)N)C=C1)F)CN1C(C2=CC=CC=C2C1=O)=O)C 4-[(2S)-2-(dimethylamino)-3-(1,3-dioxo-2,3-dihydro-1H-isoindol-2-yl)propyl]-2-fluorobenzamide